C(#N)C1=C(N=C2N(C1=O)C=C(C=C2[C@@H](C)NC2=C(C(=O)O)C=CC=C2)C)NCC2(CC2)C(F)(F)F (R)-2-((1-(3-cyano-7-methyl-4-oxo-2-(((1-(trifluoromethyl)cyclopropyl)methyl)amino)-4H-pyrido[1,2-a]pyrimidin-9-yl)ethyl)amino)benzoic acid